6-(5-chloro-2-{[(2,4-dimethoxyphenyl)methyl](Oxacyclohex-4-yl)amino}pyrimidin-4-yl)-2-(2-hydroxyethyl)-2,3-dihydro-1H-isoindol-1-one ClC=1C(=NC(=NC1)N(C1CCOCC1)CC1=C(C=C(C=C1)OC)OC)C1=CC=C2CN(C(C2=C1)=O)CCO